BrC1=C(N=C(O1)COC=1C(=C(C(=O)N)C(=CC1)F)F)C1=CC=C(C=C1)OC 3-[5-Bromo-4-(4-methoxy-phenyl)-oxazol-2-ylmethoxy]-2,6-difluoro-benzamide